C(#N)C1=CN=C(S1)N1N=CN=C1C(C)NC(OCCCC)=O butyl {1-[1-(5-cyano-1,3-thiazol-2-yl)-1H-1,2,4-triazol-5-yl]ethyl}carbamate